C(C1=CC=CC=C1)N1C[C@H](N(C[C@@H]1CO)C(=O)OC(C)(C)C)C tert-butyl (2R,5R)-4-benzyl-5-(hydroxymethyl)-2-methylpiperazine-1-carboxylate